1,1,2-trimethylguanidine CN(C(=NC)N)C